tert-butyl 7-(3-((3,3-difluorocyclobutyl)carbamoyl)-5-(3,5-difluorophenyl)pyridazin-4-yl)-1,7-diazaspiro[4.4]nonane-1-carboxylate FC1(CC(C1)NC(=O)C=1N=NC=C(C1N1CC2(CCCN2C(=O)OC(C)(C)C)CC1)C1=CC(=CC(=C1)F)F)F